C(CCC)N=CC=1C=C(C(=O)NC2=CC=C(C=C2)N2CCCC2)C=C(C1O)F 3-((butylimino)methyl)-5-fluoro-4-hydroxy-N-(4-(pyrrolidin-1-yl)phenyl)benzamide